N(=C=S)C(CN(C)C)C 2-isothiocyanato-N,N-dimethylpropan-1-amine